(S)-2-amino-N-(1-(5-(3-cyano-6-ethoxypyrazolo[1,5-a]pyridin-4-yl)pyridin-2-yl)-4-methylpiperidin-4-yl)butanamide dihydrochloride Cl.Cl.N[C@H](C(=O)NC1(CCN(CC1)C1=NC=C(C=C1)C=1C=2N(C=C(C1)OCC)N=CC2C#N)C)CC